ClC1=CC=C(C=C1)[C@H]1C[C@@H](CO1)C1=NOC(=N1)CN1C(=NC=2N=C(N(C2C1=O)C)C)C 1-((3-((3R,5R)-5-(4-chlorophenyl)tetrahydro-furan-3-yl)-1,2,4-oxadiazol-5-yl)methyl)-2,7,8-trimethyl-1,7-dihydro-6H-purin-6-one